CC1(C=NC2=CC=CC=C12)C 3,3-dimethyl-3H-indol